4-[(3-methanesulfonylpyridin-2-yl)amino]-N-(2H3)methyl-6-{[6-(propan-2-yl)pyridazin-3-yl]amino}pyridazine-3-carboxamide CS(=O)(=O)C=1C(=NC=CC1)NC1=C(N=NC(=C1)NC=1N=NC(=CC1)C(C)C)C(=O)NC([2H])([2H])[2H]